COC=1C=C(C=CC1NC=1N=CC2=C(N1)C(=NC=C2)NCC(C)(C)OC)C=2C=NN(C2CO)C (4-(3-methoxy-4-((8-((2-methoxy-2-methylpropyl)amino)pyrido[3,4-d]pyrimidin-2-yl)amino)phenyl)-1-methyl-1H-pyrazol-5-yl)methanol